4-[3-[(4-chloro-1-tetrahydropyran-2-yl-indazol-5-yl)amino]-4-methyl-pyrazol-1-yl]-2-methoxy-benzoic acid methyl ester COC(C1=C(C=C(C=C1)N1N=C(C(=C1)C)NC=1C(=C2C=NN(C2=CC1)C1OCCCC1)Cl)OC)=O